CC=1SC(=CC1OCCN(C)C)Cl methyl-5-chloro-3-(2-(dimethylamino)ethoxy)thiophene